CN(CCOC1=C(C=O)C=CC=C1)C (2-(dimethylamino)ethoxy)benzaldehyde